CC(C(N1CCCC1)=O)OC1=CC=C2C(=CC(OC2=C1)=O)C1=C(C=CC=C1)C 7-(1-methyl-2-oxo-2-pyrrolidin-1-yl-ethoxy)-4-(o-tolyl)chromen-2-one